C\C(=C/C(=O)OCC)\C=C\C=C(\CC\C=C(\CCC=C(C)C)/C)/C ethyl (2E,4E,6E,10E)-3,7,11,15-tetramethyl-2,4,6,10,14-hexadecapentaenoate